(R)-7-Bromo-4-(1-((6-(3-(tert-butyldimethylsiloxy)pyrrolin-1-yl)pyridin-2-yl)methyl)-1H-1,2,3-Triazol-4-yl)thieno[3,2-d]pyrimidin-2-amine BrC1=CSC2=C1N=C(N=C2C=2N=NN(C2)CC2=NC(=CC=C2)N2C=C(CC2)O[Si](C)(C)C(C)(C)C)N